Cl.FC1=C(C=CC(=C1)C(F)(F)F)[C@H](C)NC (S)-1-(2-fluoro-4-(trifluoromethyl)phenyl)-N-methylethan-1-amine hydrogen chloride